2-methyl-5-((4-(2-methylpiperidin-1-yl)phenyl)amino)isoindolin-1-one CN1C(C2=CC=C(C=C2C1)NC1=CC=C(C=C1)N1C(CCCC1)C)=O